C(CCCCCC(C)(C)C)(=O)O[Sn]OC(CCCCCC(C)(C)C)=O dineodecanoyloxytin